N-[(Z)-(3-chloro-2-iodo-5,6-dihydropyrrolo[1,2-a]imidazol-7-ylidene)amino]-4-methyl-benzenesulfonamide ClC1=C(N=C\2N1CC/C2=N/NS(=O)(=O)C2=CC=C(C=C2)C)I